2-(2-Isopropylphenyl)-5-methoxy-N-methyl-N-(4-(1-methyl-4-(trifluoromethyl)-1H-imidazol-2-yl)benzyl)pyrimidin-4-amine C(C)(C)C1=C(C=CC=C1)C1=NC=C(C(=N1)N(CC1=CC=C(C=C1)C=1N(C=C(N1)C(F)(F)F)C)C)OC